erbium palmitoate C(CCCCCCCCCCCCCCC)(=O)[O-].[Er+3].C(CCCCCCCCCCCCCCC)(=O)[O-].C(CCCCCCCCCCCCCCC)(=O)[O-]